4-Bromo-3-fluoro-1H-indole BrC1=C2C(=CNC2=CC=C1)F